2-(3-chlorobenzyl)-1H-indene-1,3(2H)-dione ClC=1C=C(CC2C(C3=CC=CC=C3C2=O)=O)C=CC1